N1(N=CC=C1)C1=C(CNC2=C3N=CN(C3=NC(=N2)N2CCC(CC2)NC(OC(C)(C)C)=O)CC)C=CC=C1 tert-butyl (1-(6-((2-(1H-pyrazol-1-yl)benzyl)amino)-9-ethyl-9H-purin-2-yl)piperidin-4-yl)carbamate